C(C)(=O)C1=C(C=CC=C1)C(C)=O o-Diacetylbenzol